(7-(3-fluoro-5-methoxyphenyl)-2-azaspiro[3.5]non-2-yl)((1s,3s)-3-hydroxy-3-methylcyclobutyl)methanone FC=1C=C(C=C(C1)OC)C1CCC2(CN(C2)C(=O)C2CC(C2)(C)O)CC1